Mono-fluorine chlorine [Cl].[F]